2-(4,4-dimethylcyclohexylidene)propanal CC1(CCC(CC1)=C(C=O)C)C